bromo-N-[(4-methoxyphenyl)methyl]-3-[3-(oxolan-2-yl)prop-1-yn-1-yl]quinolin-4-amine BrC1=NC2=CC=CC=C2C(=C1C#CCC1OCCC1)NCC1=CC=C(C=C1)OC